(2r,3s)-undecane-2,3-diol C[C@H]([C@H](CCCCCCCC)O)O